FC1=C(C(=CC(=C1)N1C=C(C=CC=C1)NCCC(C)C)O)N1CC(NS1(=O)=O)=O 5-(2-Fluoro-6-hydroxy-4-(3-(isopentylamino)azepin-1-yl)phenyl)-1,2,5-thiadiazolidin-3-one 1,1-dioxide